BrC1=C(N(N=C1)C)C=1C=C(C=CC1OCCC1=CC=CC=C1)NC(=O)NC1=CC=C(C=C1)Cl 1-[3-(4-Bromo-2-methyl-2H-pyrazol-3-yl)-4-phenethyloxy-phenyl]-3-(4-chloro-phenyl)-urea